(2R,7aS)-2-fluoro-5-methyltetrahydro-1H-pyrrolizine F[C@@H]1CC2=CCC(N2C1)C